(2S,3S,4S,5R)-4-[[3-(2-Ethoxy-3,4-difluoro-phenyl)-4,5-dimethyl-5-(trifluoromethyl)tetrahydrofuran-2-carbonyl]amino]-1-oxido-pyridin-1-ium-2-carboxamid C(C)OC1=C(C=CC(=C1F)F)[C@H]1[C@H](O[C@]([C@H]1C)(C(F)(F)F)C)C(=O)NC1=CC(=[N+](C=C1)[O-])C(=O)N